disodium inosine 5'-monophosphate P(=O)([O-])([O-])OC[C@@H]1[C@H]([C@H]([C@@H](O1)N1C=NC=2C(O)=NC=NC12)O)O.[Na+].[Na+]